BrC1=CN=CC2=C1OC(CN2C(=O)NC=2C=NC(=C(C2)Cl)N2N=CC=N2)C 8-bromo-N-(5-chloro-6-(2H-1,2,3-triazol-2-yl)pyridin-3-yl)-2-methyl-2,3-dihydro-4H-pyrido[4,3-b][1,4]oxazine-4-carboxamide